(2-phenyl-1H-pyrrolo[2,3-b]pyridin-5-yl)-(3-pyridyl)methanol C1(=CC=CC=C1)C1=CC=2C(=NC=C(C2)C(O)C=2C=NC=CC2)N1